FC=1C=C(N)C=CC1OC1=NC=NC2=CC(=C(C=C12)OC)OCCN1CCOCC1 3-fluoro-4-((6-methoxy-7-(2-morpholinoethoxy)quinazolin-4-yl)oxy)aniline